C1(=CC=CC=C1)C1N(CCC1)CC1=NC=2N(C(=C1)N1CCOCC1)N=C(C2)C2=CC=NC=C2 4-(5-((2-phenylpyrrolidin-1-yl)methyl)-2-(pyridin-4-yl)pyrazolo[1,5-a]pyrimidin-7-yl)morpholine